ClCC(CCC=C)O 1-chlorohex-5-en-2-ol